decanoic acid 3-hexylundecyl ester C(CCCCC)C(CCOC(CCCCCCCCC)=O)CCCCCCCC